(R)-N-(3-(5-fluoro-2-((1-(hydroxymethyl)imidazo[1,5-a]pyridin-6-yl)amino)pyrimidin-4-yl)-1H-indol-7-yl)-3-methoxy-2-(4-methylpiperazin-1-yl)propanamide FC=1C(=NC(=NC1)NC=1C=CC=2N(C1)C=NC2CO)C2=CNC1=C(C=CC=C21)NC([C@@H](COC)N2CCN(CC2)C)=O